N[C@H](C(=O)O)CCC(N1CCCC1)=O (2S)-2-amino-5-oxo-5-pyrrolidin-1-yl-pentanoic acid